N(=[N+]=[N-])CC1=C(C2=CC=CC=C2C=C1)C1=C(C=CC2=CC=CC=C12)CN=[N+]=[N-] 2,2'-bis(azidomethyl)-1,1'-binaphthyl